undecan-7-one CCCCCCC(CCCC)=O